(R)-(7-chloro-1H-benzo[d]imidazol-2-yl)(2-chloro-4-methyl-6,7-dihydrothiazolo[5,4-c]pyridin-5(4H)-yl)methanone ClC1=CC=CC2=C1NC(=N2)C(=O)N2[C@@H](C1=C(CC2)N=C(S1)Cl)C